F[C@@H]1C[C@@]2(CCCN2C1)COC1=NC2=C(C(=CC=C2C(=N1)N1CC2CCC(C1)N2CCO)Br)F 2-[3-(2-{[(2r,7as)-2-fluoro-hexahydro-1H-pyrroliz-7a-yl]methoxy}-7-bromo-8-fluoroquinazolin-4-yl)-3,8-diazabicyclo[3.2.1]oct-8-yl]ethan-1-ol